dichloro-3-[(4,4-difluoro-1-piperidinyl)sulfonyl]quinoline ClC1=C(C(=NC2=CC=CC=C12)Cl)S(=O)(=O)N1CCC(CC1)(F)F